N1(N=CC=C1)CC1=CC=C(C(=O)N)C=C1 4-[(1H-pyrazol-1-yl)methyl]benzamide